COC=1C=C2CCCC(C2=CC1)NC(CCCCCCC(=O)NOC1OCCCC1)=O N1-(6-methoxy-1,2,3,4-tetrahydronaphthalen-1-yl)-N8-((tetrahydro-2H-pyran-2-yl)oxy)octanediamide